Cl.BrC1=CC=C(O1)C1=NN=C2N1CCNC2 3-(5-bromofuran-2-yl)-5,6,7,8-tetrahydro-[1,2,4]triazolo[4,3-a]pyrazine hydrochloride